FC1=C(C(=C(C(=C1OC(CCC=1C(NC(NC1)=O)=O)=O)F)F)F)F thymineacetic acid pentafluorophenyl ester